[N+](=O)([O-])C=1C=C(C=C(C1)C(F)(F)F)C(C#C)O 1-(3-nitro-5-(trifluoromethyl)phenyl)prop-2-yn-1-ol